1,4-di(4-amino-2-trifluoromethyl-phenoxy)benzene NC1=CC(=C(OC2=CC=C(C=C2)OC2=C(C=C(C=C2)N)C(F)(F)F)C=C1)C(F)(F)F